cresol sulfate CC1=CC=CC=C1OS(=O)(=O)O